methoxy-5-(1-methylpiperidin-4-yl)-N-(3-phenylpropyl)-1H-benzo[d]Imidazole-1-carboxamide COC1=NC2=C(N1C(=O)NCCCC1=CC=CC=C1)C=CC(=C2)C2CCN(CC2)C